8-[(1R)-1-[(2-benzyloxy-3-pyridinyl)amino]ethyl]-3,6-dimethyl-2-(3-pyridinyl)benzopyran-4-one C(C1=CC=CC=C1)OC1=NC=CC=C1N[C@H](C)C1=CC(=CC=2C(C(=C(OC21)C=2C=NC=CC2)C)=O)C